Cl.FC(C1NCCC1)F 2-Difluoromethyl-pyrrolidine hydrochloride